Cl(=O)(=O)(=O)O.NC1=C(C(=NN1)N)[N+](=O)[O-] diamino-4-nitropyrazole perchlorate